OC(=O)C(F)(F)F.C1NCC12CC(CC2)OC2=CC=C1C[C@H](COC1=C2)NC(=O)C2=C(C=1C(=NC(=CC1)C)S2)N N-((3R)-7-((2-azaspiro[3.4]octan-6-yl)oxy)chroman-3-yl)-3-amino-6-methylthieno[2,3-b]pyridine-2-carboxamide TFA salt